S(=O)([O-])S(=O)[O-].[Na+].NC=1C(N(C(N(C1N)CC)=O)CC)=O.[Na+] 5,6-diamino-1,3-diethylpyrimidine-2,4(1H,3H)-dione sodium dithionite